C1=C(C(=C(C=C1)P(C1=CC=CC=C1)=O)C)C 4-xylyl-phenyl-phosphine oxide